CN1C(N(CC1)C)=O 1,3-Dimethyl-2-oxoimidazolidine